8-(6-chloropyridazin-4-yl)-6-(2,3-difluorophenyl)-2-(furan-2-ylmethyl)imidazo[1,2-a]pyrazin-3(7H)-one ClC1=CC(=CN=N1)C1=C2N(C=C(N1)C1=C(C(=CC=C1)F)F)C(C(=N2)CC=2OC=CC2)=O